(R)-4-((5-methyl-2H-tetrazol-2-yl)(phenyl)methyl)piperidine CC=1N=NN(N1)[C@H](C1CCNCC1)C1=CC=CC=C1